BrC1=CC2=C(N(C3=C(O2)C=C(C=C3)Br)CCCN3C[C@@]2([C@](C3)(COC2)C)C)N=C1 3,7-dibromo-10-(3-((3aR,6aS)-3a,6a-dimethyltetrahydro-1H-furo[3,4-c]pyrrol-5(3H)-yl)propyl)-10H-benzo[b]pyrido[2,3-e][1,4]oxazine